1,2,4-trifluoro-3H-xanthen-3-one FC1=C(C(C(=C2OC3=CC=CC=C3C=C12)F)=O)F